N-(2-amino-2-oxoethyl)-N,N-dimethylprop-2-yn-1-aminium NC(C[N+](CC#C)(C)C)=O